methylphosphonic acid (1,1-dimethyl-2-propynyl) (2-propenyl) ester C(C=C)OP(OC(C#C)(C)C)(=O)C